BrC=1C=CC=2C(N(C(C3=CC=CC1C23)=O)C2=CC=C(C=C2)C(C)(C)C)=O 6-bromo-2-(4-(tert-butyl)phenyl)-1H-benzo[de]Isoquinoline-1,3(2H)-dione